(4-hydroxy-3-(trifluoromethyl)phenyl)(2-ethylimidazo[1,2-a]pyrimidin-3-yl)methanone OC1=C(C=C(C=C1)C(=O)C1=C(N=C2N1C=CC=N2)CC)C(F)(F)F